Cl.C1(=CC(=CC=C1)C[C@@H]1NCC[C@@H]1NS(=O)(=O)C)C1=CC=CC=C1 N-(cis-2-(biphenyl-3-ylmethyl)pyrrolidin-3-yl)methanesulfonamide hydrochloride